OC1=C(C=C(C=C1C)C1N(CC(CC1)C)C(C(=O)NC=1C=C(C=NC1)C(=O)N)=O)C 5-[[2-[2-(4-hydroxy-3,5-dimethyl-phenyl)-5-methyl-1-piperidyl]-2-oxo-acetyl]amino]pyridine-3-carboxamide